N-(tert-butoxycarbonyl)-N,β,β,1-tetramethyl-L-tryptophanyl-N-[(3S,4E)-6-ethoxy-2,5-dimethyl-6-oxohex-4-en-3-yl]-N,3-dimethyl-L-valinamide C(C)(C)(C)OC(=O)N([C@@H](C(C1=CN(C2=CC=CC=C12)C)(C)C)C(=O)N[C@@H](C(C)(C)C)C(=O)N(C)[C@@H](C(C)C)\C=C(\C(=O)OCC)/C)C